4-(3-((4-(heptadecan-9-yloxy)-4-oxobutyl)(2-hydroxyethyl)amino)propyl)(2-hydroxyethyl)aminobutyric acid decyl ester C(CCCCCCCCC)OC(C(CCCCCN(CCO)CCCC(=O)OC(CCCCCCCC)CCCCCCCC)NCCO)=O